C(C)(C)(C)OC(=O)N1C(CCCC1)N N-tert-butoxycarbonyl-aminopiperidine